O-benzoyl-N-benzyl-N-(2-fluorobenzyl)hydroxylamine C(C1=CC=CC=C1)(=O)ON(CC1=C(C=CC=C1)F)CC1=CC=CC=C1